4-(4-(difluoromethyl)-5-methylthiophen-2-yl)-N-(1-(methylsulfonyl)piperidin-4-yl)-5-(trifluoromethyl)pyrimidin-2-amine FC(C=1C=C(SC1C)C1=NC(=NC=C1C(F)(F)F)NC1CCN(CC1)S(=O)(=O)C)F